C(CCC)OC(C(CC(=O)C=1OC=C(C1)Br)C)=O 4-(4-Bromofuran-2-yl)-2-methyl-4-oxobutanoic acid butyl ester